3-((1-(4-(2-(2-Aminopyridin-3-yl)-5-phenyl-3H-imidazo[4,5-b]pyridin-3-yl)benzyl)piperidin-4-yl)amino)-4-methoxycyclobut-3-ene-1,2-dione NC1=NC=CC=C1C1=NC=2C(=NC(=CC2)C2=CC=CC=C2)N1C1=CC=C(CN2CCC(CC2)NC=2C(C(C2OC)=O)=O)C=C1